(thiobis(4,1-phenylene)) bis(thiophosphate) P(=S)(OC1=CC=C(C=C1)SC1=CC=C(C=C1)OP(=S)([O-])[O-])([O-])[O-]